3-(4-(3,4-dichlorophenyl)-5-isobutylthiazol-2-ylamino)benzoic acid ClC=1C=C(C=CC1Cl)C=1N=C(SC1CC(C)C)NC=1C=C(C(=O)O)C=CC1